tetrahydro-4H-pyran-4,4-dimethanonitrile O1CCC(CC1)(C#N)C#N